C(C)(C)(C)OC(N[C@H]1CN(CC1)C1=C2C=NN(C2=CC=C1N)C(C)C)=O N-[(3R)-1-(5-amino-1-isopropyl-indazol-4-yl)pyrrolidin-3-yl]carbamic acid tert-butyl ester